S(C)(=O)(=O)OCCCCOS(C)(=O)=O butane-1,4-diyl dimesylate